FC(C=1C=C(C=NC1)C=1C=NC=2CCN=CC2C1)(F)F 3-(5-(trifluoromethyl)pyridin-3-yl)-7,8-dihydro-1,6-naphthyridin